C1(CC1)C(=O)NC1=NC=CC(=C1)N1C=CC2=C(C=CC=C12)NC(=O)C=1NC=CC1 N-(1-(2-(cyclopropanecarboxamido)pyridin-4-yl)-1H-indol-4-yl)-1H-pyrrole-2-carboxamide